[Ag].[He] Helium silver